COC1=NC=C(C=C1)B(O)O 2-METHOXY-5-PYRIDINEBORONIC ACID